benzyl (2-(2-(2-(2-hydroxyethoxy)ethoxy)ethoxy)ethyl)carbamate OCCOCCOCCOCCNC(OCC1=CC=CC=C1)=O